6-chloro-3-isopropyl-N-[(4-methoxyphenyl)methyl]-1-methyl-pyrazolo[3,4-b]pyridin-4-amine ClC=1C=C(C2=C(N1)N(N=C2C(C)C)C)NCC2=CC=C(C=C2)OC